tert-butyl 3-(6-((3-acetoxy-3-methylazetidin-1-yl)methyl)pyridin-3-yl)azetidine-1-carboxylate C(C)(=O)OC1(CN(C1)CC1=CC=C(C=N1)C1CN(C1)C(=O)OC(C)(C)C)C